COC1=C(OC[Si](OCC)(OCC)OCC)C=CC(=C1)COC (2-methoxy-4-(methoxymethyl)phenoxy)methyltriethoxysilane